ClC=1C=C2C3=C(N(C2=C(C1)C1=CC(=CC=C1)CN1CCOCC1)CC)C(=NC=C3)C 6-Chloro-9-ethyl-1-methyl-8-(3-morpholin-4-ylmethyl-phenyl)-9H-pyrido[3,4-b]indole